L-valyl-L-valyl-N-methyl-L-valyl-L-prolyl-L-proline N[C@@H](C(C)C)C(=O)N[C@@H](C(C)C)C(=O)N([C@@H](C(C)C)C(=O)N1[C@@H](CCC1)C(=O)N1[C@@H](CCC1)C(=O)O)C